C(C)(=O)NC=1C=C(C=CC1)B(O)O 3-acetamidophenylboronic acid